(1R,3S,5R)-2-(2-(3-acetyl-7-methyl-5-(2-methylpyrimidin-5-yl)-1H-indazol-1-yl)acetyl)-5-methyl-N-(pyridazin-3-ylmethyl)-2-azabicyclo[3.1.0]hexane-3-carboxamide C(C)(=O)C1=NN(C2=C(C=C(C=C12)C=1C=NC(=NC1)C)C)CC(=O)N1[C@@H]2C[C@@]2(C[C@H]1C(=O)NCC=1N=NC=CC1)C